C1=CC=C(C=C1)OCI Iodoanisole